1-(8-Amino-3-(5-(1,1-difluoro-2-hydroxypropan-2-yl)-2-methylphenyl)imidazo[1,2-a]pyrazin-6-yl)piperidine-4-carbonitrile NC=1C=2N(C=C(N1)N1CCC(CC1)C#N)C(=CN2)C2=C(C=CC(=C2)C(C(F)F)(C)O)C